[IH2+].CN1CC2=CC=CC(=C2C=C1)O 2-methyl-5-hydroxyisoquinoline iodonium salt